2-(naphthalenyl-1-yl)-4,6-bis(trichloromethyl)-s-triazine C1(CC=CC2=CC=CC=C12)=C1NC(=NC(=N1)C(Cl)(Cl)Cl)C(Cl)(Cl)Cl